O-n-butyl-O'-(2-ethylhexyl)dithiophosphoric acid C(CCC)OP(S)(OCC(CCCC)CC)=S